(S)-N'-((2-isopropyl-6-(pyridin-4-yl)phenyl)carbamoyl)-6,7-dihydro-5H-pyrazolo[5,1-b][1,3]oxazine-3-sulfonimidamide C(C)(C)C1=C(C(=CC=C1)C1=CC=NC=C1)NC(=O)N=[S@@](=O)(N)C=1C=NN2C1OCCC2